C(C)(C)(C)OC(=O)NC(CC(=O)N[C@@H](C(=O)N[C@@H](C(=O)O)CCCC)CC(C)C)C1=CC=CC=C1 (2R)-2-[[(2R)-2-[[(tert-butoxycarbonylamino)-3-phenylpropionyl]amino]-4-methylpentanoyl]amino]hexanoic acid